O1C=CC2=C1C=CC=C2C2(CC2)NC(C2=C(C=CC(=C2)OCCN(C)C)C)=O N-(1-(Benzofuran-4-yl)cyclopropyl)-5-(2-(dimethylamino)ethoxy)-2-methyl-benzamide